tert-butyl 1-((2-(4-(6-((4-cyano-2-fluorobenzyl) oxy) pyridin-2-yl)-2,5-difluorobenzyl)-6-(methoxycarbonyl)-1H-benzo[d]imidazol-1-yl) methyl)-2-azabicyclo[2.1.1]hexane-2-carboxylate C(#N)C1=CC(=C(COC2=CC=CC(=N2)C2=CC(=C(CC3=NC4=C(N3CC35N(CC(C3)C5)C(=O)OC(C)(C)C)C=C(C=C4)C(=O)OC)C=C2F)F)C=C1)F